N1CC(C1)C#CC=1C=NN(C1)C(C(=O)NC1=CC(=C(C=C1)C#N)C(F)(F)F)(C)C 2-(4-(azetidin-3-ylethynyl)-1H-pyrazol-1-yl)-N-(4-cyano-3-(trifluoromethyl)phenyl)-2-methylpropanamide